S1C=NC2=C1C=C(C=C2)NC2=NC=NC1=CC(=CC(=C21)O[C@@H]2[C@H](COC2)O)C=2C=NN(C2)C |r| rac-(3S,4S)-4-((4-(benzo[d]thiazol-6-ylamino)-7-(1-methyl-1H-pyrazol-4-yl)quinazolin-5-yl)oxy)tetrahydrofuran-3-ol